OC1=C(C=C(C=C2C(NC(NC2=O)=S)=O)C=C1C)C 5-(4-hydroxy-3,5-dimethylbenzylidene)-2-thioxodihydropyrimidine-4,6(1H,5H)-dione